N(=C=O)CC1C(CCCC1)(C)N=C=O Isocyanatomethyl-1-methylcyclohexylisocyanat